ClC=1C=C(C=CC1C(F)(F)F)N1C=NN(C1=O)CC1=CC(=C(OC(C(=O)OCC)(C)C)C(=C1)C)C Ethyl 2-(4-((4-(3-chloro-4-(trifluoromethyl) phenyl)-5-oxo-4,5-dihydro-1H-1,2,4-triazol-1-yl)methyl)-2,6-dimethylphenoxy)-2-methylpropionate